NC1=NC[C@@H]2N1C1=C(CC3=C2C=CC=C3)C=CC=C1 |r| (±)-3-Amino-9,13b-dihydro-1H-dibenz[c,f]imidazo[1,5-a]azepine